(2-amino-3-(3-(4-(benzyloxy) benzyl) isoxazol-5-yl) pyridin-1-ium-1-yl) methylphosphonate CP(O[N+]1=C(C(=CC=C1)C1=CC(=NO1)CC1=CC=C(C=C1)OCC1=CC=CC=C1)N)([O-])=O